C(#N)C1=C(C=C(C=C1)N1CCC(CC1)C(=O)NC1=CC=C(C=N1)N1CCC(CC1)C(=O)N1CC2(C1)CCN(CC2)C(=O)OC(C)(C)C)C(F)(F)F tert-butyl 2-(1-(6-(1-(4-cyano-3-(trifluoromethyl)phenyl)piperidine-4-carboxamido)pyridin-3-yl)piperidine-4-carbonyl)-2,7-diazaspiro[3.5]Nonane-7-carboxylate